7-chloro-3-[(2-methoxyethoxy)methoxy]-8-{[tri(propan-2-yl)silyl]ethynyl}naphthalen-1-ol ClC1=CC=C2C=C(C=C(C2=C1C#C[Si](C(C)C)(C(C)C)C(C)C)O)OCOCCOC